methyl 1H-pyrazolo[4,3-b]pyridine-5-carboxylate N1N=CC2=NC(=CC=C21)C(=O)OC